(3S)-N-hydroxy-3-methyl-4-(2-(tetrahydrofuran-2-yl)ethyl)-2,3,4,5-tetrahydrobenzo[f][1,4]oxazepine-8-carboxamide ONC(=O)C1=CC2=C(CN([C@H](CO2)C)CCC2OCCC2)C=C1